2-ethylbenzoyl-benzoic acid C(C)C1=C(C(=O)C2=C(C(=O)O)C=CC=C2)C=CC=C1